5-[8-Chloro-11-[3-(4-chloro-3,5-dimethyl-phenoxy)propyl]-7-(4,6-dimethylpyrimidin-5-yl)-1-oxo-4,5-dihydro-3H-[1,4]diazepino[1,2-a]indol-2-yl]naphthalene-1-carboxylic Acid ClC=1C=CC=2C(=C3N(C2C1C=1C(=NC=NC1C)C)CCCN(C3=O)C3=C1C=CC=C(C1=CC=C3)C(=O)O)CCCOC3=CC(=C(C(=C3)C)Cl)C